3-(8-Cyanoquinolin-5-yl)-N-[(3S)-1-methylpyrrolidin-3-yl]-5-(trifluoromethyl)-3-azabicyclo[3.1.0]Hexane-1-carboxamide C(#N)C=1C=CC(=C2C=CC=NC12)N1CC2(CC2(C1)C(F)(F)F)C(=O)N[C@@H]1CN(CC1)C